FC(C=1OC(=CC1C(=O)NC1=NC(=NS1)CN1CCN(CC1)C)C1=CC(=CC=C1)C(F)(F)F)(F)F 2-(trifluoromethyl)-5-(3-(trifluoromethyl)phenyl)-N-(3-((4-methylpiperazin-1-yl)methyl)-1,2,4-thiadiazol-5-yl)furan-3-carboxamide